C1CC[C@]2(CCCNC2)[C@@H](C1)O The molecule is a azaspiro compound that is 2-azaspiro[5.5]undecane carrying a hydroxy substituent at position 7 (the 6R,7R-diastereomer). A synthetic Nitraria alkaloid. It has a role as a hypoglycemic agent. It is an azaspiro compound and a secondary alcohol.